2,4-DIMETHOXY-6-METHYLPHENYLBORONIC ACID COC1=C(C(=CC(=C1)OC)C)B(O)O